ClC=1C=C2C=CN=C(C2=C(C1)C)N(C(C1=C(C=C(C=C1)N1N=NC=2C1=NC=CC2)F)=O)[C@H]2CNCCC2 N-(6-chloro-8-methyl-1-isoquinolyl)-2-fluoro-N-[(3R)-3-piperidyl]-4-(triazolo[4,5-b]pyridin-3-yl)benzamide